(2-(benzyloxy)-5-methylphenyl)ethan-1-one C(C1=CC=CC=C1)OC1=C(C=C(C=C1)C)C(C)=O